C1(CC1)NC(C1=NC=C(C=C1)N1[C@@H](C2=C(CC1)NC=N2)C2=NN1C(C(=CC=C1)F)=C2)=O (S)-N-cyclopropyl-5-(4-(4-fluoropyrazolo[1,5-a]pyridin-2-yl)-1,4,6,7-tetrahydro-5H-imidazo[4,5-c]pyridin-5-yl)picolinamide